OC(CCC[C@H](C)C1CCC2C3CC=C4C[C@@H](CC[C@]4(C3CC[C@@]12C)C)O)(C)C1=CC=CC=C1 |o1:16,19,23| rel-(3R,10S,13S)-17-[(2S)-6-hydroxy-6-phenylheptan-2-yl]-10,13-dimethyl-2,3,4,7,8,9,10,11,12,13,14,15,16,17-tetradecahydro-1H-cyclopenta[a]phenanthren-3-ol